2,3-Difluorobenzaldehyde FC1=C(C=O)C=CC=C1F